CO[C@@H]1C[C@@H](N(C1)C(=O)NC2=CC=C(C=C2)Cl)C(=O)NC3=C(C=C(C=C3)N4C=CC=CC4=O)F The molecule is a member of the class of pyrrolidines that is (2R,4R)-N(1)-(p-chlorophenyl)-4-methoxypyrrolidine-1,2-dicarboxamide in which the nitrogen of the 2-carbamoyl group has been substituted by a 2-fluoro-4-(2-oxopyridin-1(2H)-yl)phenyl group. It is a synthetic organic anticoagulant compound that targets activated factor Xa in the coagulation cascade. It has a role as an anticoagulant, an EC 3.4.21.6 (coagulation factor Xa) inhibitor and a serine protease inhibitor. It is a pyridone, a secondary carboxamide, a member of ureas, a member of monochlorobenzenes, a member of pyrrolidines and a member of monofluorobenzenes.